Tert-butyl 6-(((trifluoromethyl)sulfonyl)oxy)-3,4-dihydroisoquinoline-2(1H)-carboxylate FC(S(=O)(=O)OC=1C=C2CCN(CC2=CC1)C(=O)OC(C)(C)C)(F)F